C1(=CC=CC=C1)C(=NC1=CC(=CC=2OCOC21)C(C)OCCC)C2=CC=CC=C2 1,1-diphenyl-N-[6-(1-propoxyethyl)benzo[d][1,3]dioxol-4-yl]methanimine